CC(=O)CCCCCC 2,7-dimethyl-oxaheptene